3-(4-(2-((1R,3s,5S)-bicyclo[3.1.0]hexan-3-yl)-2-(1-methyl-1H-pyrazole-5-carboxamido)acetamido)-2-fluorophenyl)-4-chloro-2-methylpyridine 1-oxide [C@H]12CC(C[C@@H]2C1)C(C(=O)NC1=CC(=C(C=C1)C=1C(=[N+](C=CC1Cl)[O-])C)F)NC(=O)C1=CC=NN1C